5-(3-hydroxypiperidin-1-yl)picolinamide OC1CN(CCC1)C=1C=CC(=NC1)C(=O)N